1-(tetrahydro-2H-pyran-4-yl)-8-bromo-[1,2,4]triazolo[4,3-a]quinoxaline O1CCC(CC1)C1=NN=C2N1C1=CC(=CC=C1N=C2)Br